(((1S,3S)-3-aminocyclopentyl)amino)-2H-[1,3'-bipyridin]-2-one N[C@@H]1C[C@H](CC1)NC=1C(N(C=CC1)C=1C=NC=CC1)=O